C(C)(C)(C)C1=C(C(=CC(=C1)C)N1N=C2C(=N1)C=CC(=C2)SC2=CC=CC=C2)O 2-tert-butyl-4-methyl-6-(5-(phenylsulfanyl)-2H-benzo[d][1,2,3]triazol-2-yl)phenol